ClC=1C=C(C=CC1C)S(=O)(=O)NC=1C=C2CN(C(C2=CC1)=O)C1C(NC(CC1)=O)=O 3-chloro-N-(2-(2,6-dioxopiperidin-3-yl)-1-oxoisoindolin-5-yl)-4-methylbenzenesulfonamide